ClC1=CC=C(C(=O)NCC=2C=NN(C2)C2=CC=C(C=C2)C2=NOC(=N2)C(F)(F)F)C=C1 4-chloro-N-((1-(4-(5-(trifluoromethyl)-1,2,4-oxadiazol-3-yl)phenyl)-1H-pyrazol-4-yl)methyl)benzamide